2,6-bis(isocyanatomethyl)bicyclo-[2.2.1]-Heptane N(=C=O)CC1C2C(CC(C1)C2)CN=C=O